OC(COC=1C=C(C=2N(C1)N=CC2C#N)C=2C=NC(=CC2)N2CC1N(C(C2)C1)CC=1N=NC(=CC1)OC)(C)C 6-(2-Hydroxy-2-methylpropyloxy)-4-(6-(6-((6-methoxypyridazin-3-yl)methyl)-3,6-diazabicyclo[3.1.1]hept-3-yl)pyridin-3-yl)pyrazolo[1,5-a]pyridine-3-carbonitrile